(((5-fluorobenzo[d]oxazol-2-yl)methyl)thio)-1-phenyl-1,5-dihydro-4H-pyrazolo[3,4-d]pyrimidin-4-one FC=1C=CC2=C(N=C(O2)CSC2=NN(C=3N=CNC(C32)=O)C3=CC=CC=C3)C1